NC=1C=C(C=CC1C)C1=C(NC2=NC=C(C=C21)C(=O)O)C2=CC=C(C=C2)N2CCN(CC2)C 3-(3-amino-4-methylphenyl)-2-(4-(4-methylpiperazin-1-yl)phenyl)-1H-pyrrolo[2,3-b]pyridine-5-carboxylic acid